tris[1-phenylisoquinoline] iridium (III) [Ir+3].C1(=CC=CC=C1)C1=NC=CC2=CC=CC=C12.C1(=CC=CC=C1)C1=NC=CC2=CC=CC=C12.C1(=CC=CC=C1)C1=NC=CC2=CC=CC=C12